(3R)-3-{[10-chloro-2-(3-fluorophenyl)[1,2,4]triazolo[1,5-c]quinazolin-5-yl]amino}azepin-2-one ClC=1C=2C=3N(C(=NC2C=CC1)NC=1C(N=CC=CC1)=O)N=C(N3)C3=CC(=CC=C3)F